O1CCN(CC1)C(/C=C/C=1C=C2C=CC(=NC2=CC1)C=O)=O (E)-6-(3-morpholino-3-oxoprop-1-en-1-yl)quinoline-2-carbaldehyde